neodymium (1-methyl heptyl) phosphinate [PH2](OC(CCCCCC)C)=O.[Nd]